tert-butyl (1-((4-(hydroxymethyl)phenethyl)sulfonyl)piperidin-4-yl)carbamate OCC1=CC=C(CCS(=O)(=O)N2CCC(CC2)NC(OC(C)(C)C)=O)C=C1